7-chloro-4-(1-(5-((2-methoxyethoxy)methyl)pyrimidin-2-yl)piperidin-4-yl)-1-methyl-1,4-dihydropyrido[2,3-b]pyrazine-2,3-dione ClC1=CC2=C(N(C(C(N2C)=O)=O)C2CCN(CC2)C2=NC=C(C=N2)COCCOC)N=C1